FC(C1=CC(=NS1)C1=CC=C(N)C=C1)(F)F 4-(5-(trifluoromethyl)isothiazol-3-yl)aniline